C1N(CCC12CCNCC2)CCNC=2C=NC1=CC=C(C=C1C2)C=2N=CNC2C2=NC(=CC=C2)C N-[2-(2,8-diazaspiro[4.5]decan-2-yl)ethyl]-6-[5-(6-methyl-2-pyridyl)-1H-imidazol-4-yl]quinolin-3-amine